N-Methyl-3-aminooxetane CNC1COC1